Cl.FC1(CC(C1)[C@H](C(F)F)N)F (1R)-1-(3,3-difluorocyclobutyl)-2,2-difluoroethylamine hydrochloride